(6S)-2,3,6,9-tetramethyl-5,6-dihydro-4H-thieno[3,2-f][1,2,4]triazolo[4,3-a][1,4]diazepin-4-one CC1=C(C=2C(N[C@H](C=3N(C2S1)C(=NN3)C)C)=O)C